C(C=C)N(NC1=C(C(=O)OCC)C=CC(=N1)Cl)C(=O)OC(C)(C)C ethyl 2-(2-allyl-2-(tert-butoxycarbonyl) hydrazineyl)-6-chloronicotinate